methyl 4-(2-chloro-5-fluorophenoxy)-3-(1,3-dioxoisoindolin-2-yl)-5-(3-fluoro-5-(trifluoromethyl)benzamido)-1-methyl-1H-indazole-7-carboxylate ClC1=C(OC2=C3C(=NN(C3=C(C=C2NC(C2=CC(=CC(=C2)C(F)(F)F)F)=O)C(=O)OC)C)N2C(C3=CC=CC=C3C2=O)=O)C=C(C=C1)F